C(C)(C)(C)NCCNC(C)(C)C N,N'-Di-tert-butylethylenediamine